FC1=CC=C(C(=O)N[C@H](CO)C2=NC(=NO2)C2=CC=C(C=C2)C(F)(F)F)C=C1 4-fluoro-N-[(1R)-2-hydroxy-1-{3-[4-(trifluoromethyl)phenyl]-1,2,4-oxadiazol-5-yl}ethyl]benzamide